N,N'-bis(2,4,6-triisobutylphenyl)carbodiimide C(C(C)C)C1=C(C(=CC(=C1)CC(C)C)CC(C)C)N=C=NC1=C(C=C(C=C1CC(C)C)CC(C)C)CC(C)C